C(#C)C1=CC(=CC=C1)C#C 1,3-diacetylenyl-benzene